COC=1C=C(C=CC1)C1(CCCC1)NS(=O)(=O)C1=CC=C(C=C1)OC(F)(F)F N-(1-(3-methoxyphenyl)cyclopentyl)-4-(trifluoromethoxy)benzenesulfonamide